NC=1C(=CC2=C(C=CO2)C1)N([C@H](CS)C(=O)O)C(=O)OC(C)(C)C (S)-(5-aminobenzofuran-6-yl)-N-(tert-butoxycarbonyl)-L-cysteine